diphosphinodimethylxanthene PC1=C(C(=C(C=2CC3=CC=CC=C3OC12)C)C)P